NC1=C(C=2C(=NC(=C(C2)C)C)N1C1=C(C(=CC=C1C)O)C)C(=O)NO (S)-2-amino-N-hydroxy-1-(3-hydroxy-2,6-dimethylphenyl)-5,6-dimethyl-1H-pyrrolo[2,3-b]pyridine-3-carboxamide